ethyl 1-methyl-1H-imidazole-4-formate CN1C=NC(=C1)C(=O)OCC